methyl 4-(5-(3-((2-(3-(dimethoxyphosphoryl)-3-methylbutanoyl)-4-fluoro-6-methoxybenzo[b]thiophen-5-yl)oxy)propoxy)-4-fluoro-6-methoxybenzo[b]thiophen-2-yl)-2,2-dimethyl-4-oxobutanoate COP(=O)(OC)C(CC(=O)C1=CC2=C(S1)C=C(C(=C2F)OCCCOC2=C(C1=C(SC(=C1)C(CC(C(=O)OC)(C)C)=O)C=C2OC)F)OC)(C)C